4-(7-ethyl-3-quinolylamino)-2-[p-(3-morpholinopropoxy)phenylamino]pyrimidine C(C)C1=CC=C2C=C(C=NC2=C1)NC1=NC(=NC=C1)NC1=CC=C(C=C1)OCCCN1CCOCC1